ClC1=C(C(=CC=C1)Cl)C=1N=C2C=3C=C(C=NC3C=CN2C1C(=O)N)C1=CC=C(C=C1)N1CCN(CC1)C 2-(2,6-Dichlorophenyl)-9-(4-(4-methylpiperazin-1-yl)phenyl)imidazo[2,1-f][1,6]naphthyridine-3-carboxamide